4-(dimethylamino)-benzoic acid CN(C1=CC=C(C(=O)O)C=C1)C